ClC=1C(=CC2=C(N(C(O2)=O)C(C(=O)OCC(CO)(CO)N)C)C1)OCC=1C=NC(=CC1)C 2-amino-2-(hydroxymethyl)propane-1,3-diol 3-(5-chloro-6-((6-methylpyridin-3-yl)methoxy)-2-oxobenzo[d]oxazol-3(2H)-yl)propanoate